CN(CCN1N=C(C=CC1=S)C1=NC=CC=C1)C 2-(2-(dimethylamino)ethyl)-6-(pyridin-2-yl)pyridazin-3(2H)-thione